CN(C(\C(=C\C(=O)O)\CCCCCC)=O)CC N-methyl-N-2-ethylhexyl-fumaric acid amide